C(C=CC1=CC=CC=C1)Cl.[Pd] palladium (r-cinnamyl) chloride